1-(2-morpholinoethyl)-7-(naphthalen-2-yl)quinolin-2(1H)-one O1CCN(CC1)CCN1C(C=CC2=CC=C(C=C12)C1=CC2=CC=CC=C2C=C1)=O